Dimethyl-phenyl-sulfonium p-toluenesulfonate CC1=CC=C(C=C1)S(=O)(=O)[O-].C[S+](C1=CC=CC=C1)C